ethyl (E)-3-(1-methyl-1H-pyrazol-4-yl)acrylate CN1N=CC(=C1)/C=C/C(=O)OCC